COC1=C(N)C=CC=C1C=1C=NC(=CC1)OC 2-Methoxy-3-(6-methoxypyridin-3-yl)aniline